p-formyl-phenylsulfide C(=O)C1=CC=C(C=C1)SC1=CC=C(C=C1)C=O